C(C)(C)C1=CC=C(/C=C/B(O)O)C=C1 (E)-(4-isopropylstyryl)boronic acid